N-(3-(1,1-difluoropropyl)phenyl)-7-methoxy-2-methyl-4-oxo-1,4-dihydroquinoline FC(CC)(F)C=1C=C(C=CC1)N1C(=CC(C2=CC=C(C=C12)OC)=O)C